1-(2-chloro-3-methoxy-6-nitrophenyl)ethanone ClC1=C(C(=CC=C1OC)[N+](=O)[O-])C(C)=O